tert-butyl (2-((4-((tert-butoxycarbonyl)amino)pentyl)oxy)pyridin-4-yl)(1-(tert-butyl)-3-((1S,3R)-3-((tert-butyldimethylsilyl)oxy)cyclopentyl)-1H-pyrazol-5-yl)carbamate C(C)(C)(C)OC(=O)NC(CCCOC1=NC=CC(=C1)N(C(OC(C)(C)C)=O)C1=CC(=NN1C(C)(C)C)[C@@H]1C[C@@H](CC1)O[Si](C)(C)C(C)(C)C)C